C(C)N(CCN(CCOC(=O)OC(CCCCCCC(C(=O)[O-])(CCCCCCCC)CCCCCC)CCCCCCC(C(=O)[O-])(CCCCCCCC)CCCCCC)CC)CC 7-(((2-((2-(Diethylamino)ethyl)(ethyl)amino)ethoxy)carbonyl)oxy)tridecane-1,13-diylbis(2-hexyldecanoate)